3-(4-n-octyl)phenylthiophen CCCC(CCCC)C=1C=C(C=CC1)C=1SC=CC1